N-(3-(6-amino-5-(((2S,4S)-1-(but-2-ynyl)-4-methoxypyrrolidin-2-yl)methoxy)pyrimidin-4-yl)-5-fluoro-2-methylphenyl)-4-cyclopropyl-2-fluorobenzamide NC1=C(C(=NC=N1)C=1C(=C(C=C(C1)F)NC(C1=C(C=C(C=C1)C1CC1)F)=O)C)OC[C@H]1N(C[C@H](C1)OC)CC#CC